C(C)(C)(C)OC(=O)NCC1=CC=C(C=C1)NC(=O)C1=CC2=C(OCCC3=C2SC=C3)C=C1C=1C(=NC(=CC1)C(NC(C)CC)=O)C(=O)OC methyl 3-(9-((4-(((tert-butoxycarbonyl)amino)methyl)phenyl)carbamoyl)-4,5-dihydrobenzo[b]thieno[2,3-d]oxepin-8-yl)-6-(sec-butylcarbamoyl)picolinate